C(C1=CC=CC=C1)OC(=O)N1CCN(CC1)C[C@@H]1CC[C@H](CO1)CN1CCN(CC1)C(=O)OC(C)(C)C tert-butyl 4-[[(3S,6S)-6-[(4-benzyloxycarbonylpiperazin-1-yl)methyl]tetrahydropyran-3-yl]methyl]piperazine-1-carboxylate